1-(3-(4-chloro-3,5-dimethylphenoxy)propyl)-4-(phenylamino)-1H-pyrrole-2-carboxylic acid ethyl ester C(C)OC(=O)C=1N(C=C(C1)NC1=CC=CC=C1)CCCOC1=CC(=C(C(=C1)C)Cl)C